p-β-hydroxyethoxybenzoic acid OCCOC1=CC=C(C(=O)O)C=C1